6-methoxy-N-(3-acrylamido-4-methoxyphenyl)-4-trifluoromethylquinolin-2-amine COC=1C=C2C(=CC(=NC2=CC1)NC1=CC(=C(C=C1)OC)NC(C=C)=O)C(F)(F)F